FC(C1CC(C1)CN1N=C(N=C1)C(=O)N)(F)F 1-(((1S,3R)-3-trifluoromethylcyclobutyl)methyl)-1H-1,2,4-triazol-3-carboxamid